NC1=NNC2=CC=C(C=C12)C1=C2C(=NC=C1)NC(=C2)C2=CC(N(C=C2)CC2=C(C=CC=C2)CN2CCCCC2)=O 4-(4-(3-Amino-1H-indazol-5-yl)-1H-pyrrolo[2,3-b]pyridin-2-yl)-1-(2-(piperidin-1-ylmethyl)benzyl)pyridin-2(1H)-one